[N-]=[N+]=[N-].[Cd+2].[Cu+2].[N-]=[N+]=[N-].[N-]=[N+]=[N-].[N-]=[N+]=[N-] copper-cadmium azide